N,N-diethylaminosalicylaldehyde C(C)N(CC)OC=1C(C=O)=CC=CC1